6-carboxy-3-(2,2-difluoroethoxy)-2-(4-fluorophenyl)pyridine 1-oxide C(=O)(O)C1=CC=C(C(=[N+]1[O-])C1=CC=C(C=C1)F)OCC(F)F